ClCCOCCOCCOCCCl Bis((chloroethoxy)ethyl)ether